C1(CC1)C1=NN(C=C1)C1=NC(=NC=C1)NC1CCC(CC1)(F)F 4-(3-cyclopropyl-1H-pyrazol-1-yl)-N-(4,4-difluorocyclohexyl)pyrimidin-2-amine